[(1S)-1-[5-(acetonyloxymethyl)tetrazol-1-yl]ethyl] ethyl carbonate C(O[C@@H](C)N1N=NN=C1COCC(=O)C)(OCC)=O